[Cl-].CC=1C=C(C=C(C1)C)PCCC(C)C (3,5-dimethylphenyl)isopentylphosphine chloride